CN1N=CC(=C1C1=CC=C(N=N1)OCC1C[C@@H]2[C@@H](CN(C2)CC(CC)C)C1)C (3aR,6aS)-5-[[6-(2,4-dimethylpyrazol-3-yl)pyridazin-3-yl]oxy-methyl]-2-(2-methyl-butyl)-3,3a,4,5,6,6a-hexahydro-1H-cyclopenta[c]pyrrole